(Rp)-phosphorothioate P([O-])([O-])([O-])=S